5-(4,4,5,5-tetramethyl-1,3,2-dioxaborolan-2-yl)thiophene-2-carboxylic acid methyl ester COC(=O)C=1SC(=CC1)B1OC(C(O1)(C)C)(C)C